1-docosanoyl-2-tridecanoyl-glycero-3-phosphoserine C(CCCCCCCCCCCCCCCCCCCCC)(=O)OCC(OC(CCCCCCCCCCCC)=O)COP(=O)(O)OC[C@H](N)C(=O)O